C1(CCCCC1)C[C@H](C(=O)N1CC2(C(CC1)(O)CN1C=C(C(=CC1=O)C1=CC=CC=C1)C(=O)N(C)C)CCOCC2)C 1-((2-((R)-3-cyclohexyl-2-methylpropanoyl)-5-hydroxy-9-oxa-2-azaspiro[5.5]undecan-5-yl)methyl)-N,N-dimethyl-6-oxo-4-phenyl-1,6-dihydropyridine-3-carboxamide